NC(C(=O)O)COC1=CC(=CC=C1)N(C)C 2-AMINO-3-[3-(DIMETHYLAMINO)PHENOXY]PROPANOIC ACID